ClC=1C(N(N=CC1N1C[C@@H](CC1)OC1=NC=NC(=C1)Cl)C1OCCCC1)=O 4-chloro-5-[(3R)-3-(6-chloropyrimidin-4-yl)oxypyrrolidin-1-yl]-2-tetrahydropyran-2-yl-pyridazin-3-one